C(C(=C)C)(=O)OCCCCCCCCCCC(C)O[Si](OC)(OCC)OCC 10-methacryloyloxydecyltriethoxy(methoxy)silane